2-(quinolin-4-ylthio)-2-methylpropionyl-(4-aminopyridine) N1=CC=C(C2=CC=CC=C12)SC(C(=O)C1=NC=CC(=C1)N)(C)C